Propyltrimethoxysilan-Propyltriethoxysilan 3-((4,4-bis(((Z)-oct-3-en-1-yl)oxy)butanoyl)oxy)-2-(hydroxymethyl)propyl-(9Z,12Z)-octadeca-9,12-dienoate C(C\C=C/CCCC)OC(CCC(=O)OCC(COC(CCCCCCC\C=C/C\C=C/CCCCC)=O)CO)OCC\C=C/CCCC.C(CC)C(C)O[Si](OCC)(OCC)[SiH2]CC(OC)(OC)OC